OC1=CC=C(C=C1)N(C(=O)C1=C(N(C(=C1)C1=C(C=CC(=C1)[N+](=O)[O-])C(=O)N1CC2=CC=CC=C2C[C@H]1CN1CCOCC1)C)C)CC1=C(C(=CC=C1)OC)C N-(4-hydroxyphenyl)-N-[(3-methoxy-2-methyl-phenyl)methyl]-1,2-dimethyl-5-[2-[(3S)-3-(morpholinomethyl)-3,4-dihydro-1H-isoquinoline-2-carbonyl]-5-nitro-phenyl]pyrrole-3-carboxamide